CN(C1CC(C1)C=1SC(=C(N1)C(F)(F)F)C1=NC(=NC=C1F)NC1CCN(CC1)S(=O)(=O)C)C 4-(2-((1s,3s)-3-(dimethylamino)cyclobutyl)-4-(trifluoromethyl)thiazol-5-yl)-5-fluoro-N-(1-(methylsulfonyl)piperidin-4-yl)pyrimidin-2-amine